(4-nitrophenyl)3-oxa-8-azabicyclo[3.2.1]Octane-8-carboxylate [N+](=O)([O-])C1=CC=C(C=C1)OC(=O)N1C2COCC1CC2